9,9-dimethyl-8-oxo-2-(pyrimidin-4-yl)-2-azaspiro[4.5]dec-6-ene-7-carbonitrile CC1(C(C(=CC2(CCN(C2)C2=NC=NC=C2)C1)C#N)=O)C